n-tridecylethylenediamine C(CCCCCCCCCCCC)NCCN